1,2,3,4-tetrahydroquinolin-6-ol N1CCCC2=CC(=CC=C12)O